CC(C)C1=NNC=C1 3-propan-2-yl-1H-pyrazole